Cl[Si](CCCC1=CC=CC=C1)(CCCC1=CC=CC=C1)Cl dichlorobis(3-phenylpropyl)silane